3,4-difluoro-N-(5-fluoropyridin-2-yl)-5-(4-methylpyridin-3-yl)benzamide FC=1C=C(C(=O)NC2=NC=C(C=C2)F)C=C(C1F)C=1C=NC=CC1C